BrC1=CC=C2C3(C(N(C2=C1)C)=O)CCCC3 6'-bromo-1'-methylspiro[cyclopentane-1,3'-indolin]-2'-one